(3S,4S)-1-(4-((S)-4-isobutyryl-3-(tetradecylcarbamoyl)piperazine-1-carbonyl)benzoyl)-N3,N4-bis((1S,2R)-2-phenylcyclopropyl)pyrrolidine-3,4-dicarboxamide C(C(C)C)(=O)N1[C@@H](CN(CC1)C(=O)C1=CC=C(C(=O)N2C[C@H]([C@@H](C2)C(=O)N[C@@H]2[C@H](C2)C2=CC=CC=C2)C(=O)N[C@@H]2[C@H](C2)C2=CC=CC=C2)C=C1)C(NCCCCCCCCCCCCCC)=O